C(=C)C1=CC=C(C(=O)OC2=CC=3C(C4=CC=C(C=C4C(C3C=C2)=O)OC(C2=CC=C(C=C2)C=C)=O)=O)C=C1 9,10-dioxo-9,10-dihydroanthracene-2,6-diyl bis(4-vinylbenzoate)